CN(C(CC1=C(C=CC=C1)C)=O)C1=C(C=CC=C1)C N-methyl-2-(o-tolyl)-N-tolylacetamide